5-(1H-indol-5-yl)-1,2,4-oxadiazole N1C=CC2=CC(=CC=C12)C1=NC=NO1